COC=1C=C(OC=2C=C(C=NC2)NC(OC(C)(C)C)=O)C=CC1C tert-butyl N-[5-(3-methoxy-4-methyl-phenoxy)-3-pyridyl]carbamate